7-((R)-6-methylheptan-2-yl)-2,3,4,7,8,9,10,11,12,13,14,15,16,17-tetradecahydro-1H-cyclopenta[a]phenanthren-3-yl 4-(bis(3-(dimethylamino)propyl)amino)-4-oxobutanoate dihydrochloride Cl.Cl.CN(CCCN(C(CCC(=O)OC1CCC2C3CCC4CCCC4C3C(C=C2C1)[C@H](C)CCCC(C)C)=O)CCCN(C)C)C